(4'-amino-3,3'-dimethoxy-[1,1'-biphenyl]-4-yl)carbamic acid tert-butyl ester C(C)(C)(C)OC(NC1=C(C=C(C=C1)C1=CC(=C(C=C1)N)OC)OC)=O